sodium N-myristoyl-aspartic acid disodium N-myristoyl-aspartate C(CCCCCCCCCCCCC)(=O)N[C@@H](CC(=O)[O-])C(=O)[O-].[Na+].[Na+].C(CCCCCCCCCCCCC)(=O)N[C@@H](CC(=O)O)C(=O)O.[Na+]